5-(4-(4-(dimethoxymethyl)piperidin-1-yl)-3-fluorophenyl)-6-(tetrahydro-2H-pyran-4-yl)-7,8-dihydronaphthalen-2-ol COC(C1CCN(CC1)C1=C(C=C(C=C1)C=1C=2C=CC(=CC2CCC1C1CCOCC1)O)F)OC